tert-Butyl-(4-((tert-butoxycarbonyl)amino)butyl) (3-((3-(4-(6-oxo-2,2-diphenyl-6H-[1,3]dioxolo[4,5-h]chromen-8-yl)phenyl)propyl)amino)propyl)carbamate O=C1C=C(OC=2C3=C(C=CC12)OC(O3)(C3=CC=CC=C3)C3=CC=CC=C3)C3=CC=C(C=C3)CCCNCCCNC(OCCCC(NC(=O)OC(C)(C)C)C(C)(C)C)=O